(E)-2-cyano-3-(1-(4-methoxyphenyl)-1H-indol-3-yl)acrylic acid C(#N)/C(/C(=O)O)=C\C1=CN(C2=CC=CC=C12)C1=CC=C(C=C1)OC